1-isobutyryl-6-methyl-N-(4-(3,3,3-trifluoroprop-1-yn-1-yl)benzyl)piperazine-2-carboxamide C(C(C)C)(=O)N1C(CNCC1C)C(=O)NCC1=CC=C(C=C1)C#CC(F)(F)F